3-Iodo-6-methyldibenzo[c,f][1,2]thiazepin-11(6H)-one 5,5-dioxide IC1=CC2=C(C(C3=C(N(S2(=O)=O)C)C=CC=C3)=O)C=C1